N(=[N+]=[N-])C=1C=CC(=NC1)C(=O)[O-] 5-azidopyridine-2-carboxylate